4-(4-(((1H-imidazol-2-yl)methyl)amino)-8-fluoro-2-(((2R,7aS)-2-fluorohexahydro-1H-pyrrolizin-7a-yl)methoxy)pyrido[4,3-d]pyrimidin-7-yl)-5-ethyl-6-fluoronaphthalen-2-ol N1C(=NC=C1)CNC=1C2=C(N=C(N1)OC[C@]13CCCN3C[C@@H](C1)F)C(=C(N=C2)C2=CC(=CC1=CC=C(C(=C21)CC)F)O)F